CN(C)CCCN1C2=CC=CC=C2C=2C=CC=CC12 N-(3-(N,N-dimethylamino)propyl)-carbazole